COC(=O)C1CCN(CC1)CC1=C(C=C(C=C1C)C1CN(C1)C1=C(C=CC=C1C)C#N)C.C(=C)C=1C=NC=CC1 3-vinyl-pyridine methyl-1-(4-(1-(2-cyano-6-methylphenyl)azetidin-3-yl)-2,6-dimethylbenzyl)piperidine-4-carboxylate